4-(1-adamantyl)butyl carbonate C(OCCCCC12CC3CC(CC(C1)C3)C2)([O-])=O